ClC1=C2N=CN(C2=NC=N1)C1CC(C1)NC(=O)C1=NC(=CC=C1)C N-((1s,3s)-3-(6-chloro-9H-purin-9-yl)cyclobutyl)-6-methylpyridinecarboxamide